ClC1=C(C=C(C=C1)NC(=O)NN=C1C(NC2=CC=CC=C12)=O)C(F)(F)F N-(4-chloro-3-(trifluoromethyl)phenyl)-2-(2-oxoindolin-3-ylidene)hydrazine-1-carboxamide